C(C)(C)(C)OC(NC1=CC(=CC=C1)COC1=C(C(=C(C=C1)OC)C=O)F)=O (3-((2-fluoro-3-formyl-4-methoxyphenoxy)methyl)phenyl)carbamic acid tert-butyl ester